(5RS)-5-(2,4-dimethylbenzyl)-3-{2-(trifluoromethyl)-5-[3-(trifluoro-methyl)phenoxy]pyridin-4-yl}-5,6-dihydro-4H-1,2,4-oxadiazine CC1=C(C[C@H]2NC(=NOC2)C2=CC(=NC=C2OC2=CC(=CC=C2)C(F)(F)F)C(F)(F)F)C=CC(=C1)C |r|